NC=1C(=CC(=C(C1)C=1C(N(C2=CC(=NC=C2C1)NC)CC(F)(F)F)=O)C)F 3-(5-amino-4-fluoro-2-methylphenyl)-7-(methylamino)-1-(2,2,2-trifluoroethyl)-1,6-naphthyridin-2(1H)-one